(R)-1-(3,4-dichloro-5-fluoro-1H-indole-2-carbonyl)pyrrolidin ClC1=C(NC2=CC=C(C(=C12)Cl)F)C(=O)N1CCCC1